OC1(CC(C1)OC)[C@@H](C=1C=C(C=CC1)N1CC2=CC(=CC(=C2C1)C(F)(F)F)CNC1(CCC1)C)C1=NN=CN1C 2-(3-((S)-((1s,3R)-1-hydroxy-3-methoxycyclobutyl)(4-methyl-4H-1,2,4-triazol-3-yl)methyl)phenyl)-6-(((1-methylcyclobutyl)amino)methyl)-4-(trifluoromethyl)isoindolin